FC1=C(CC2=NC3=C(N2[C@@H]2COCC2(C)C)C=C(C=C3)C(=O)O)C=C(C(=C1)C1=NC(=CC=C1)OCC=1C(N(C=CC1)C)=O)F (S)-2-(2,5-difluoro-4-(6-((1-methyl-2-oxo-1,2-dihydropyridin-3-yl)methoxy)pyridin-2-yl)benzyl)-1-(4,4-dimethyltetrahydrofuran-3-yl)-1H-benzo[d]imidazole-6-carboxylic acid